COCC(C(=O)[O-])(NC1=C2C(=NC=C1C)N(C(=C2)[N+](=O)[O-])S(=O)(=O)C2=CC=CC=C2)C 3-methoxy-2-methyl-2-((5-Methyl nitro-1-(phenylsulfonyl)-1H-pyrrolo[2,3-b]pyridin-4-yl)amino)propanoate